FC(C=1C=C(C=CC1C=1SC(=CC1)C(F)(F)F)C1=NNCOC1)(F)F 5-{3-(Trifluoromethyl)-4-[5-(trifluoromethyl)thiophen-2-yl]phenyl}-3,6-dihydro-2H-1,3,4-oxadiazin